Cl.FC1=C2C=C(C(N(C2=CC=C1C1=NNC=C1)C)=O)NC1=NC=C(C=C1)N1CCN(CC1)C1COC1 5-FLUORO-1-METHYL-3-[[5-[4-(3-OXETANYL)-1-PIPERAZINYL]-2-PYRIDINYL]AMINO]-6-(1H-PYRAZOL-3-YL)-2(1H)-QUINOLINONE HYDROCHLORIDE SALT